ClC1=C(CN2C(N([C@H](C3=CC=C(C=C23)C(=O)NCC2=C(C=C(C=C2F)F)F)C)C)=O)C(=CC(=C1)OC)F (S)-1-(2-chloro-6-fluoro-4-methoxybenzyl)-3,4-dimethyl-2-oxo-N-(2,4,6-trifluorobenzyl)-1,2,3,4-tetrahydro-quinazoline-7-carboxamide